2-(2,6-dioxopiperidin-3-yl)-1-oxo-N-((S)-1,2,3,4-tetrahydronaphthalen-1-yl)isoindoline-5-carboxamide O=C1NC(CCC1N1C(C2=CC=C(C=C2C1)C(=O)N[C@H]1CCCC2=CC=CC=C12)=O)=O